COC1=NC(=CC=C1CC(=O)OC(C)(C)C)C(F)(F)F tert-butyl 2-[2-methoxy-6-(trifluoromethyl)pyridin-3-yl]acetate